O(CC)C1(CCCCC1)OOC(C)(C)C 1-ethoxylt-butylperoxycyclohexane